4-(2,4-difluorophenoxy)-1-(ethylsulfonyl)-1H-indol-6-yl trifluoromethanesulfonate FC(S(=O)(=O)OC1=CC(=C2C=CN(C2=C1)S(=O)(=O)CC)OC1=C(C=C(C=C1)F)F)(F)F